N,N-dimethylbutyl-ammonium bisulfate S([O-])(O)(=O)=O.C[NH+](C)CCCC